C(CCCC=C)OC1=CC(=CC=2C(C3=CC=CC(=C3C(C12)=O)OCCCCC=C)=O)C(=O)OCCCCC=C hex-5-en-1-yl 4,5-bis(hex-5-en-1-yloxy)-9,10-dioxo-9,10-dihydroanthracene-2-carboxylate